5'-((3-endo)-3-amino-8-azabicyclo[3.2.1]octane-8-carbonyl)-3-fluoro-2'-(6-fluoro-1-((1-hydroxycyclobutyl)methyl)-7-methyl-1H-benzo[d][1,2,3]triazol-5-yl)-[1,1'-biphenyl]-4-carbonitrile NC1CC2CCC(C1)N2C(=O)C=2C=CC(=C(C2)C2=CC(=C(C=C2)C#N)F)C2=CC1=C(N(N=N1)CC1(CCC1)O)C(=C2F)C